Gallium iso-stearate C(CCCCCCCCCCCCCCC(C)C)(=O)[O-].[Ga+3].C(CCCCCCCCCCCCCCC(C)C)(=O)[O-].C(CCCCCCCCCCCCCCC(C)C)(=O)[O-]